3-(4-acetoxyl-phenyl)propionic acid O(C(=O)C)C1=CC=C(C=C1)CCC(=O)O